NC1=C2NC(=C1)C(=C1C=CC(=N1)C(=C1C=CC(N1)=C(C=1C=CC(N1)=C2C2=CC=CC=C2)C2=CC=CC=C2)C2=CC=CC=C2)C2=CC=CC=C2 monoaminotetraphenyl-porphyrin